BrC1=CC(=NN1COCC[Si](C)(C)C)C1=CC=NC=C1 2-[[5-bromo-3-(4-pyridyl)pyrazol-1-yl]methoxy]ethyl-trimethylsilane